C1N(CCC2=CC=CC=C12)N 3,4-dihydroisoquinoline-2(1H)-amine